[Mg+2].C(C(=O)C)(=O)[O-].[Na+].C(C(=O)C)(=O)[O-].C(C(=O)C)(=O)[O-] sodium pyruvate, magnesium salt